NCCCCOCCOCCNC(OCCCC)=O Butyl N-[2-[2-(4-aminobutyloxy)ethoxy]ethyl]carbamate